P(=O)(OC(C)(C)C)(OC(C)(C)C)OCC(COP(=O)(OC(C)(C)C)OC(C)(C)C)NC(C(C1=CC(=C(C=C1)F)F)N1C(NC(C1=O)=CC1=CNC2=C(C(=CC=C12)Cl)C)=O)=O (Z)-tetra-tert-butyl (2-(2-(4-((6-chloro-7-methyl-1H-indol-3-yl) methylene)-2,5-dioxoimidazolidin-1-yl)-2-(3,4-difluorophenyl) acetamido) propane-1,3-diyl) bis(phosphate)